Cl.N1C(NC(CC1)=O)=O hexahydropyrimidine-2,4-dione hydrochloride